C(C=C)C=1C=CC(=C(C#N)C1)C1=CC2=C(NC=N2)C=C1 5-allyl-2-(1H-benzimidazol-5-yl)benzonitrile